tert-butyl (4-(5-(5-(1-isopropyl-2-(trifluoromethyl)-1H-benzo[d]imidazol-5-yl)-1,2,4-oxadiazol-3-yl)picolinamido)-3-methoxyphenyl)carbamate C(C)(C)N1C(=NC2=C1C=CC(=C2)C2=NC(=NO2)C=2C=CC(=NC2)C(=O)NC2=C(C=C(C=C2)NC(OC(C)(C)C)=O)OC)C(F)(F)F